(4-(7-methoxy-4-oxo-3,4-dihydro-phthalazin-1-yl)benzyl)sulphonamide hydrochloride Cl.COC1=CC=C2C(NN=C(C2=C1)C1=CC=C(CS(=O)(=O)N)C=C1)=O